(S)-N-(2-Chloro-6-fluorophenyl)-5-fluoro-4-(5-(2-hydroxypropan-2-yl)-1-methyl-1H-1,2,4-triazol-3-yl)-2-((1,1,1-trifluoropropan-2-yl)oxy)benzamide ClC1=C(C(=CC=C1)F)NC(C1=C(C=C(C(=C1)F)C1=NN(C(=N1)C(C)(C)O)C)O[C@H](C(F)(F)F)C)=O